(2S,3S)-3-methyl-1-(6-oxo-5-(trifluoromethyl)-1,6-dihydropyridazin-4-yl)azetidin CC1CN(C1)C=1C=NNC(C1C(F)(F)F)=O